OCCC1(C=C2C=CN=C2C=C1)C 5-(2-hydroxyethyl)-5-methylindole